3-[2-[2-(2-azidoethoxy)ethoxy]ethoxy]-2-bromo-propanoic acid N(=[N+]=[N-])CCOCCOCCOCC(C(=O)O)Br